4-ethoxy-1-(4-fluorophenyl)-5-methyl-2-oxo-1,2-dihydropyridine-3-carboxylic acid ethyl ester C(C)OC(=O)C=1C(N(C=C(C1OCC)C)C1=CC=C(C=C1)F)=O